CC(CC(=O)OOC(CC(CC(C)(C)C)C)=O)CC(C)(C)C Di-(3,5,5-trimethylhexanoyl)peroxid